N-(4-methylphenylsulfonyl)-N'-(3-(4-methylphenyl-sulfonyloxy)phenyl)urea CC1=CC=C(C=C1)S(=O)(=O)NC(=O)NC1=CC(=CC=C1)OS(=O)(=O)C1=CC=C(C=C1)C